(3S,4S) and (3R,4R)-7-bromo-2-(3-chloro-4-methylphenyl)-3-(2,3-dihydro-1,4-benzodioxin-6-yl)-1-oxo-1,2,3,4-tetrahydroisoquinoline-4-carboxylic acid BrC1=CC=C2[C@@H]([C@H](N(C(C2=C1)=O)C1=CC(=C(C=C1)C)Cl)C1=CC2=C(OCCO2)C=C1)C(=O)O |r|